COC1=CC=CC(=N1)C1=CC2=C(O[C@H](CN2S(=O)(=O)C2=CC(=CC=C2)C(F)(F)F)CCC(=O)O)C=C1 (S)-3-(6-(6-methoxypyridin-2-yl)-4-((3-(trifluoromethyl)-phenyl)sulfonyl)-3,4-dihydro-2H-benzo[b][1,4]oxazin-2-yl)propanoic acid